C(=O)C1=C(OCC2=CC=C(C=C2)C2=NC=C(C(=O)N)C=C2)C=CC=C1 6-(4-((2-formylphenoxy)methyl)phenyl)nicotinamide